ClC1=C(C(=O)NC2=NN=NN2CCOC)C=CC(=C1C(=O)N(C)C)S(=O)(=O)C 2-chloro-N1-[1-(2-methoxyethyl)-1H-tetrazol-5-yl]-N3,N3-dimethyl-4-(methylsulfonyl)isophthalamide